FC1=C(C=CC(=C1)F)[C@H](C)NC(C(CC(C)C)N1C(NC2=CC=CC=C2C1=O)=O)=O N-((S)-1-(2,4-difluorophenyl)ethyl)-2-(2,4-dioxo-1,4-dihydroquinazolin-3(2H)-yl)-4-methylpentanamide